CN1N=C(C2=CC=C(C=C12)\C=C(/C)\[C@@H](C=O)[C@H](\C=C\[C@@H]([C@H](CC[C@H](CC=O)O)C)OC(=O)N1CCN(CC1)C)C)C 4-methylpiperazine-1-carboxylic acid [(2s,3s,4E,6r,7s,10r)-2-[(E)-1-(1,3-dimethylindazol-6-yl) prop-1-en-2-yl]-10-hydroxy-3,7-dimethyl-12-oxo-1-oxododec-4-en-6-yl] ester